FC1=C(C=CC=C1C(C)(C)O)C=1C2=C(N=CN1)C=C(O2)C2=CC=C(C=C2)S2(NCCC2)=O 1-(4-(4-(2-fluoro-3-(2-hydroxypropan-2-yl)phenyl)furo[3,2-d]pyrimidin-6-yl)phenyl)-4,5-dihydro-3H-isothiazole 1-oxide